Dimethyl 3-(isoquinolin-6-yl)cyclobutane-1,2-dicarboxylate C1=NC=CC2=CC(=CC=C12)C1C(C(C1)C(=O)OC)C(=O)OC